NOCCOC1=CC=C(C=C1)C1=NC2=C(CN(CC2)C(=O)OC(C)(C)C)N1C(=O)OC(C)(C)C di-tert-butyl 2-(4-(2-(aminooxy) ethoxy) phenyl)-6,7-dihydro-3H-imidazo[4,5-c]pyridine-3,5(4H)-dicarboxylate